(R)-N-(1-(3-chlorophenyl)ethyl)-2-ethynyl-thiazole-4-carboxamide ClC=1C=C(C=CC1)[C@@H](C)NC(=O)C=1N=C(SC1)C#C